NCCCC[C@@H](C(=O)N1[C@@H](CCC1)C(=O)O)N[C@@H](CCC1=CC=CC=C1)C(=O)O (2S)-1-[(2S)-6-amino-2-[[(1S)-1-carboxy-3-phenylpropyl]amino]hexanoyl]pyrrolidine-2-carboxylic acid